n-ethyl-6-((6-((4-(hydroxycarbamoyl)benzyl)oxy)-7-methoxyquinazolin-4-yl)oxy)-2-methylbenzofuran-3-carboxamide C(C)NC(=O)C1=C(OC2=C1C=CC(=C2)OC2=NC=NC1=CC(=C(C=C21)OCC2=CC=C(C=C2)C(NO)=O)OC)C